[Br-].C[NH+](C)C trimethyl-ammonium Bromide